O=C1NCC(N1)C(=O)N 2-oxoimidazoline-4-carboxamide